((2S,3R,6R)-2,6-Dimethyl-3-(((5-(trifluoromethyl)pyridin-2-yl)amino)methyl)morpholino)(6-methyl-3-(2H-1,2,3-triazol-2-yl)pyridin-2-yl)methanone C[C@@H]1O[C@@H](CN([C@@H]1CNC1=NC=C(C=C1)C(F)(F)F)C(=O)C1=NC(=CC=C1N1N=CC=N1)C)C